3-ethyl-2-methyl-N-(2-oxo-3,4-dihydro-1H-quinolin-6-yl)pyridine-4-carboxamide C(C)C=1C(=NC=CC1C(=O)NC=1C=C2CCC(NC2=CC1)=O)C